CN1CCN(CC1)S(=O)(=O)C1=C(C=CC(=C1)[N+](=O)[O-])N(CCO)CCO 2,2'-((2-((4-methylpiperazin-1-yl)sulfonyl)-4-nitrophenyl)azanediyl)bis(ethan-1-ol)